pyridin-2(1H)-on Hydrochlorid Cl.N1C(C=CC=C1)=O